C(N)(OCCNC1=CC(=NC2=CC(=CC=C12)Br)N)=O (2-((2-amino-7-bromoquinolin-4-yl) amino) ethyl) carbamate